[Sr+2].P(=O)(O)([O-])[O-] monohydrogen phosphate, strontium salt